cyclopropyl-[rac-(5S,7S)-5-(3-chloro-2-pyridyl)-7-fluoro-6,7-dihydro-5H-pyrrolo[1,2-b][1,2,4]triazol-2-yl]methanone C1(CC1)C(=O)C=1N=C2N(N1)[C@@H](C[C@@H]2F)C2=NC=CC=C2Cl |r|